ClC1=CN=C2N1C=C(C=C2)S(=O)(=O)N[C@@H](C(F)(F)F)C2=CC=C(C=C2)C(F)(F)F (R)-3-chloro-N-(2,2,2-trifluoro-1-(4-(trifluoromethyl)phenyl)ethyl)imidazo[1,2-a]pyridine-6-sulfonamide